N1C=CC=2C1=NC=C(C2)OC2=C(C(=O)OC)C=CC(=C2)C2CCC(CC2)N2C(CCC2)C2=C(C=CC=C2)Cl methyl 2-((1H-pyrrolo[2,3-b]pyridin-5-yl)oxy)-4-(4-(2-(2-chlorophenyl)pyrrolidin-1-yl)cyclohexyl)benzoate